C(C)(C)NC(OC1CC(C1)C1=NN(C(=C1)N)C(C)(C)C)=O (1s,3s)-3-(5-amino-1-(tert-butyl)-1H-pyrazol-3-yl)cyclobutyl isopropylcarbamate